C(N)(O[C@H](COCCC(N1C[C@H]2N(C3=C(OC2)C=C(C=N3)C(F)(F)F)CC1)=O)C)=O ((S)-1-(3-oxo-3-((R)-3-(trifluoromethyl)-6a,7,9,10-tetrahydropyrazino[1,2-d]pyrido[3,2-b][1,4]oxazin-8(6H)-yl) propoxy) propan-2-yl) carbamate